CS(=O)O.C(C)NCC diethylamine methanesulfinate salt